(S)-5-(3-(2-amino-3-chloropyridin-4-yl)prop-1-yn-1-yl)-2-(1-amino-6-methoxy-1,3-dihydrospiro[indene-2,4'-piperidin]-1'-yl)pyrimidin-4(3H)-one NC1=NC=CC(=C1Cl)CC#CC=1C(NC(=NC1)N1CCC2(CC1)[C@@H](C1=CC(=CC=C1C2)OC)N)=O